N1(C=CC=2C1=NC=CC2)C2=NC(=NC=C2)NC=2C(=CC(=C(C2)NC(\C=C\CN2CCCCC2)=O)Cl)OC (E)-N-(5-((4-(1H-pyrrolo[2,3-b]pyridin-1-yl)pyrimidin-2-yl)amino)-2-chloro-4-methoxyphenyl)-4-(piperidin-1-yl)but-2-enamide